C(C1=CC=CC=C1)N(C(C(CC)(C)C)=O)C N-benzyl-N,2,2-trimethylbutanamide